2-(3-(trimethoxysilyl)propylamino)acetic acid CO[Si](CCCNCC(=O)O)(OC)OC